CC1=C(C(=CC(=C1)N1CCOC(CC1)C1=NOC(=C1)C(F)(F)F)C)NC(CC(C)(C)C)=O N-(2,6-dimethyl-4-(7-(5-(trifluoromethyl)isoxazol-3-yl)-1,4-oxazepan-4-yl)phenyl)-3,3-dimethylbutanamide